Methyl (3S)-3-[methyl-[(E)-3-(4,4,5,5-tetramethyl-1,3,2-dioxaborolan-2-yl)allyl]amino]butanoate CN([C@H](CC(=O)OC)C)C\C=C\B1OC(C(O1)(C)C)(C)C